COC1=CN=CC2=C(C=C(C=C12)C(=O)OC)OC methyl 4,8-dimethoxyisoquinoline-6-carboxylate